O[C@H]1C[C@@H]2CCC(N2C1)=O (2S,7aS)-2-hydroxy-5-oxotetrahydro-1H-pyrrolizine